The molecule is an amido thiophene-2-carboxylic acid derivative used as an inhibitor of HCV (Hepatitis C Virus) RNA polymerase. It has a role as an EC 2.7.7.6 (RNA polymerase) inhibitor. It is a member of thiophenes and a monocarboxylic acid amide. CC1=CC=C(C=C1)C(=O)N(C2=C(SC(=C2)C3=CC=CC=C3)C(=O)O)C(C)C